1,1'-(4-chloronaphthalene-2,7-diyl)bis(9,9-dimethyl-9H-fluorene) ClC1=CC(=CC2=CC(=CC=C12)C1=CC=CC=2C3=CC=CC=C3C(C12)(C)C)C1=CC=CC=2C3=CC=CC=C3C(C12)(C)C